o-dihydroxybenzene C1=CC=C(C(=C1)O)O